O.O.Cl.Cl DIHYDROCHLORID-DIHYDRAT